BrC=1C=NN2C1N=C(C=C2)N2CCN(CC2)C(=O)OC2(COC2)C (3-methyloxetan-3-yl) 4-(3-bromopyrazolo[1,5-a]pyrimidin-5-yl)piperazine-1-carboxylate